C(C)(C)(C)OC(=O)N1C=CC2=CC(=CC(=C12)Br)OC(C)C 7-bromo-5-isopropoxy-1H-indole-1-carboxylic acid tert-butyl ester